3-[[1-(Aminomethyl)-3-azabicyclo[3.1.0]hexan-3-yl]methyl]-N-[4-[4-[6-chloro-4-(trifluoromethyl)-2-pyridyl]piperazin-1-yl]sulfonylphenyl]benzamide NCC12CN(CC2C1)CC=1C=C(C(=O)NC2=CC=C(C=C2)S(=O)(=O)N2CCN(CC2)C2=NC(=CC(=C2)C(F)(F)F)Cl)C=CC1